ClC=1C=C(C(=C(C1)C1=NN(C=C1C1=NC(=NC=C1)NC[C@H](C)NC(OC)=O)C(C)C)F)N(S(=O)(=O)C)S(=O)(=O)C (S)-Methyl 1-(4-(3-(5-chloro-2-fluoro-3-(N-(methylsulfonyl)methylsulfonamido)phenyl)-1-isopropyl-1H-pyrazol-4-yl)pyrimidin-2-ylamino)propan-2-ylcarbamate